C(C)(CC)NCC1=CC(=CC=C1)CN N-sec-butylm-xylylenediamine